CS(=O)(=O)ON=C(C#N)C1=CC=C(C=C1)Br α-(methylsulfonyloxyimino)-4-bromophenyl-acetonitrile